(4Z)-4-(1,3-Benzothiazol-6-ylmethylene)-2-[[(1R)-1-(ethoxymethyl)-3-methyl-butyl]amino]-1H-imidazol-5-one S1C=NC2=C1C=C(C=C2)\C=C\2/N=C(NC2=O)N[C@H](CC(C)C)COCC